dimethyl-bis(2-fluoroethoxy)silane C[Si](OCCF)(OCCF)C